1-(3,5-dichlorophenyl)-3-(3-methylsulfanylphenyl)urea ClC=1C=C(C=C(C1)Cl)NC(=O)NC1=CC(=CC=C1)SC